5,6-dimethyl-2-phenylphenol CC=1C=CC(=C(C1C)O)C1=CC=CC=C1